FC(C=1OC(=CC1C(=O)NC1=NC(=NS1)CC(C)N1CCOCC1)C1=CC(=CC=C1)OC(F)(F)F)(F)F 2-(trifluoromethyl)-5-(3-(trifluoromethoxy)phenyl)-N-(3-(2-morpholinopropyl)-1,2,4-thiadiazol-5-yl)furan-3-carboxamide